5'H-spiro[cyclobutane-1,7'-furo[3,4-d]pyrimidine]-2'-carboxylic acid N1=C(N=CC2=C1C1(OC2)CCC1)C(=O)O